1-phenyl-2-(p-tolyl)propan-2-en-1-one C1(=CC=CC=C1)C(C(=C)C1=CC=C(C=C1)C)=O